NCC1CN(C1)S(=O)(=O)C=1C=CC(=C(C1)C=1NC(C2=C(N1)C(=NN2C)CCC)=O)OCC 5-(5-((3-(aminomethyl)azetidin-1-yl)sulfonyl)-2-ethoxyphenyl)-1-methyl-3-propyl-1,6-dihydro-7H-pyrazolo[4,3-d]pyrimidin-7-one